5-amino-8-(2,6-dimethyl-4-pyridyl)-2-[(5-methyl-1H-triazol-4-yl)methyl]-7-phenyl-[1,2,4]triazolo[4,3-c]pyrimidin-3-one NC1=NC(=C(C=2N1C(N(N2)CC=2N=NNC2C)=O)C2=CC(=NC(=C2)C)C)C2=CC=CC=C2